6-[(diphenylmethylene)amino]-2-methylimidazo[1,2-a]pyridine-8-carbonitrile C1(=CC=CC=C1)C(C1=CC=CC=C1)=NC=1C=C(C=2N(C1)C=C(N2)C)C#N